3-isopropyl-N8-(2-pyridylmethyl)-N6-spiro[3.3]heptan-2-yl-[1,2,4]triazolo[4,3-b]pyridazine-6,8-diamine C(C)(C)C1=NN=C2N1N=C(C=C2NCC2=NC=CC=C2)NC2CC1(C2)CCC1